N-(4-(2-fluorophenoxy)-2-(methyl(2-(methylamino)ethyl)amino)-3-(trifluoromethyl)phenyl)-4-(pyridazin-4-yl)thiazole-2-carboxamide FC1=C(OC2=C(C(=C(C=C2)NC(=O)C=2SC=C(N2)C2=CN=NC=C2)N(CCNC)C)C(F)(F)F)C=CC=C1